ClC=1N=C(C2=C(N1)C(=C(N=C2)Cl)F)N2C[C@H]1C[C@H]([C@@H](C2)C1)O (1R,5R,6R)-3-(2,7-dichloro-8-fluoropyrido[4,3-d]pyrimidin-4-yl)-3-azabicyclo[3.2.1]octan-6-ol